tert-butyl (R,E)-3-(4-(3H-[1,2,3]triazolo[4,5-b]pyridin-3-yl)-N-(7-(3-ethoxy-3-oxoprop-1-en-1-yl)isoquinolin-1-yl)-2-fluorobenzamido)piperidine-1-carboxylate N1=NN(C2=NC=CC=C21)C2=CC(=C(C(=O)N(C1=NC=CC3=CC=C(C=C13)\C=C\C(=O)OCC)[C@H]1CN(CCC1)C(=O)OC(C)(C)C)C=C2)F